C1(CC1)C1=C(C(=NO1)C1=C(C=CC=C1Cl)Cl)CO[C@H]1[C@@H]2CN([C@H](C1)C2)C=2SC1=C(N2)C(=CC(=C1)C(=O)NS(=O)(=O)CCC)F 2-[(1S,4S,5R)-5-[[5-cyclopropyl-3-(2,6-dichlorophenyl)-1,2-oxazol-4-yl]methoxy]-2-azabicyclo[2.2.1]heptan-2-yl]-4-fluoro-N-(propane-1-sulfonyl)-1,3-benzothiazole-6-carboxamide